ethyl 7-[5-(bromomethyl)-1,3-dimethyl-1H-pyrazol-4-yl]-1-[3-(methylamino)propyl]-3-[3-(naphthalen-1-yloxy)propyl]-1H-indole-2-carboxylate hydrochloric acid salt Cl.BrCC1=C(C(=NN1C)C)C=1C=CC=C2C(=C(N(C12)CCCNC)C(=O)OCC)CCCOC1=CC=CC2=CC=CC=C12